2-benzyl-2-azaspiro[3.3]heptan-6-yl (2R,6S)-4-(5-cyclopropylpyrimidin-2-yl)-2,6-dimethylpiperazine-1-carboxylate C1(CC1)C=1C=NC(=NC1)N1C[C@H](N([C@H](C1)C)C(=O)OC1CC2(CN(C2)CC2=CC=CC=C2)C1)C